C(=O)(OC)C(C(=O)[O-])=CC1=CC=CC=C1 α-carbomethoxycinnamate